2-(5-fluoro-2-methyl-1H-indol-3-yl)ethylamine FC=1C=C2C(=C(NC2=CC1)C)CCN